FC(CCN1N=NC=C1C(=O)N)(F)F (3,3,3-trifluoropropyl)-1H-1,2,3-triazole-5-carboxamide